COC(C1=C(C=C(C(=C1)F)C1=CC=C(C=2CN(COC21)C(C2=C(C=C(C=C2Cl)Br)Cl)=O)F)N2CCOCC2)=O 4-[3-(4-Bromo-2,6-dichlorobenzoyl)-5-fluoro-2,4-dihydro-1,3-benzoxazin-8-yl]-5-fluoro-2-morpholin-4-ylbenzoic acid methyl ester